N-[5-(5-fluoro-1H-benzimidazol-2-yl)-1-methyl-pyrazol-3-yl]-6-[4-(2-hydroxyethyl)piperazin-1-yl]pyridine-3-carboxamide FC1=CC2=C(NC(=N2)C2=CC(=NN2C)NC(=O)C=2C=NC(=CC2)N2CCN(CC2)CCO)C=C1